1-Ethyl 5-(piperidin-1-yl)pyrazolo[1,5-a]pyrimidine-3-carboxylate N1(CCCCC1)C1=NC=2N(C=C1)N=CC2C(=O)OCC